COC1=C(C=C2C(=NC(=NC2=C1)C)OS(=O)(=O)C1=C(C=C(C=C1C(C)C)C(C)C)C(C)C)N1CCOCC1 7-Methoxy-2-methyl-6-morpholinoquinazolin-4-yl-2,4,6-triisopropylbenzenesulfonate